NC1=C2N=CN(C2=NC=N1)[C@H]1[C@@H]([C@@H]([C@H](O1)CNS(=O)(=O)C1=CC2=CC=CC=C2C=C1)O)O N-(((2R,3S,4R,5R)-5-(6-Amino-9H-purin-9-yl)-3,4-dihydroxytetrahydrofuran-2-yl)methyl)naphthalene-2-sulfonamide